6-(3,9-diazaspiro[5.5]undecan-3-yl)-3-methyl-1,3-benzoxazol-2-one hydrochloride Cl.C1CN(CCC12CCNCC2)C2=CC1=C(N(C(O1)=O)C)C=C2